C1(CCC1)C(=O)N1CCC(CC1)CNC(=O)C1=NOC(=C1)C1=C(C=C(C=C1)F)F N-((1-(cyclobutanecarbonyl)piperidin-4-yl)methyl)-5-(2,4-difluorophenyl)isoxazole-3-carboxamide